Cl.O=C1N(N2C(COCC2)=C1C(=O)N)C1=CC=CC=C1 2-oxo-1-phenyl-2,4,6,7-tetrahydro-1H-pyrazolo[5,1-c][1,4]Oxazine-3-carboxamide hydrochloride